Br[SiH]1C[Si](CCC1)(CCC)Br 1,3-dibromo-3-propyl-1,3-disilacyclohexane